2-(chlorodifluoromethyl)-3-(2-methoxyethyl)-6-nitroquinazolin-4(3H)-one ClC(C1=NC2=CC=C(C=C2C(N1CCOC)=O)[N+](=O)[O-])(F)F